NC1=NC=CC=C1C1=NC=2C(=NC(=CC2)C#CC2CN(C2)C)N1C=1C=C2CC[C@@H](C2=CC1)NC(C1=CN=C(C=C1)C(F)F)=O (S)-N-(5-(2-(2-aminopyridin-3-yl)-5-((1-methylazetidin-3-yl)ethynyl)-3H-imidazo[4,5-b]pyridin-3-yl)-2,3-dihydro-1H-inden-1-yl)-6-(difluoromethyl)nicotinamide